3-(4-cyanobenzylidene)-5-(3,4,5-trimethoxybenzylidene)-N-(4-fluorobenzenesulfonyl)-4-piperidone C(#N)C1=CC=C(C=C2CN(CC(C2=O)=CC2=CC(=C(C(=C2)OC)OC)OC)S(=O)(=O)C2=CC=C(C=C2)F)C=C1